C(=O)O.N1CC(C1)C(=O)N=[S@@](=O)(C)C=1C=C(C=CC1)NC(C1=C(N=CC(=C1C)C=1C=NN(C1)C)N1CCC(CCC1)(F)F)=O (R)-N-(3-(N-(azetidine-3-carbonyl)-S-methylsulfonimidoyl)phenyl)-2-(4,4-difluoroazepan-1-yl)-4-methyl-5-(1-methyl-1H-pyrazol-4-yl)nicotinamide formate